BrC1=CC(=C(C=C1)O)C=NC1=C(C=C(C=C1)Cl)Cl 4-bromo-2-((2,4-dichlorophenylimino)-methyl)phenol